2-chloro-4-((3S)-8-(5-(4-(1-(2-(2,6-dioxopiperidin-3-yl)-1,3-dioxoisoindolin-5-yl)piperidin-4-yl)piperazine-1-carbonyl)pyridin-2-yl)-3-methyl-2,8-diazaspiro[4.5]decan-2-yl)benzonitrile ClC1=C(C#N)C=CC(=C1)N1CC2(C[C@@H]1C)CCN(CC2)C2=NC=C(C=C2)C(=O)N2CCN(CC2)C2CCN(CC2)C=2C=C1C(N(C(C1=CC2)=O)C2C(NC(CC2)=O)=O)=O